NC=1C2=C(N=C(N1)C(O)([2H])[2H])N(CC2(C)C)C2=CC=C(C=C2)OC2CCCCC2 (4-amino-7-(4-(cyclohexyloxy)phenyl)-5,5-dimethyl-6,7-dihydro-5H-pyrrolo[2,3-d]pyrimidin-2-yl)methan-d2-ol